n-cetyl alcohol CCCCCCCCCCCCCCCCO